CN(C/C=C/C(=O)NC1=CC=C2CCN(CC2=C1)C(=O)OC(C)(C)C)C tert-Butyl (E)-7-(4-(dimethylamino)but-2-enamido)-3,4-dihydroisoquinoline-2(1H)-carboxylate